ClC=1N=C(C2=C(N1)CCN(C2=O)C2CC2)NC=2N=CC=1CCC3=C(C1C2F)NC2=C3C(NCC2)=O 2-((2-chloro-6-cyclopropyl-5-oxo-5,6,7,8-tetrahydropyrido[4,3-d]pyrimidin-4-yl)amino)-1-fluoro-5,6,8,9,10,11-hexahydro-7H-pyrido[3',4':4,5]pyrrolo[2,3-f]isoquinolin-7-one